2,2-difluoroacetyl chloride FC(C(=O)Cl)F